(S)-(6-(3-methyl-1H-pyrrolo[2,3-B]pyridin-5-yl)-8-(pyrrolidin-2-yl)-3,4-dihydroisoquinolin-2(1H)-yl)((R)-tetrahydrofuran-3-yl)methanone CC1=CNC2=NC=C(C=C21)C=2C=C1CCN(CC1=C(C2)[C@H]2NCCC2)C(=O)[C@H]2COCC2